ditolyl-iodonium ethyl-(E)-7-(3-(4-methoxybenzylidene)-2,5-dioxopyrrolidinyl)heptanoate C(C)OC(CCCCCCN1C(/C(/CC1=O)=C/C1=CC=C(C=C1)OC)=O)=O.C1(=C(C=CC=C1)[I+]C1=C(C=CC=C1)C)C